OCC1=NNC(=C1)C(=O)NCC=1SC(=NN1)C1=CC=CC=C1 3-(hydroxymethyl)-N-((5-phenyl-1,3,4-thiadiazol-2-yl)methyl)-1H-pyrazole-5-carboxamide